N[C@@H]1CC=CC[C@H]1C1=C(C2=NC(=CC(=C2S1)NCC1=CC=CC=C1)Cl)I 2-((1r,6r)-6-aminocyclohex-3-en-1-yl)-N-benzyl-5-chloro-3-iodothieno[3,2-b]pyridin-7-amine